CN(CCCN1C=2C=C(C=CC2C=2C1=NC=1CCCCC1C2N)C)C 6-(3-(dimethylamino)propyl)-8-methyl-2,3,4,6-tetrahydro-1H-indolo[2,3-b]quinolin-11-amine